6-(4-(methoxycarbonyl)phenyl)-3,6-Dihydropyridine-1(2H)-carboxylic acid benzyl ester C(C1=CC=CC=C1)OC(=O)N1CCC=CC1C1=CC=C(C=C1)C(=O)OC